(6-hydroxy-5-(trifluoromethyl)pyridin-3-yl)acrylic acid OC1=C(C=C(C=N1)C(C(=O)O)=C)C(F)(F)F